2'-((5-(4-isopropylpiperazin-1-yl)pyridin-2-yl)amino)-7',8'-dihydro-6'H-spiro[cyclohexane-1,9'-pyrazino[1',2':1,5]pyrrolo[2,3-d]pyrimidin]-6'-one dihydrochloride Cl.Cl.C(C)(C)N1CCN(CC1)C=1C=CC(=NC1)NC=1N=CC2=C(N1)N1C(=C2)C(NCC12CCCCC2)=O